N-(3-(4'-(N,N-dimethylsulfamoyl)-[1,1'-biphenyl]-4-yl)propyl)-6-methylnicotinamide CN(S(=O)(=O)C1=CC=C(C=C1)C1=CC=C(C=C1)CCCNC(C1=CN=C(C=C1)C)=O)C